FCC1(CC1)C1=NC(=NO1)C(=O)OCC ethyl 5-(1-(fluoromethyl)cyclopropyl)-1,2,4-oxadiazole-3-carboxylate